2'-(difluoromethyl)-5'-methoxy-6-(4-methyl-8-oxo-4,7-diazaspiro[2.5]octan-7-yl)-[4,4'-bipyridine]-3-carboxylic acid FC(C1=NC=C(C(=C1)C1=C(C=NC(=C1)N1CCN(C2(CC2)C1=O)C)C(=O)O)OC)F